1'-(tert-butoxycarbonyl)-6-iodospiro[chroman-3,4'-piperidine]-5-carboxylic Acid C(C)(C)(C)OC(=O)N1CCC2(CC1)COC=1C=CC(=C(C1C2)C(=O)O)I